CN1C[C@@H](CC1)N (3R)-1-methyl-3-pyrrolidinamine